2,5-diaza-bicyclo[2.2.1]Heptane C12NCC(NC1)C2